[Cl].[Cl].[Cl].[Al] aluminum trichlorine